(S)-3-((1-((6-chloropyridin-3-yl)amino)isoquinolin-6-yl)oxy)tetrahydrothiophene-1,1-dioxide ClC1=CC=C(C=N1)NC1=NC=CC2=CC(=CC=C12)O[C@@H]1CS(CC1)(=O)=O